Methyl-[[5-[3-[4-(trifluoromethyl)anilino]pyrazin-2-yl]-1,3,4-oxadiazol-2-yl]methyl]cyanamide CN(C#N)CC=1OC(=NN1)C1=NC=CN=C1NC1=CC=C(C=C1)C(F)(F)F